CC1=CC(=C(N=N1)SC1=CC(=CC=C1)C(F)(F)F)C(=O)OC methyl 6-methyl-3-{[3-(trifluoromethyl)phenyl]sulfanyl}pyridazine-4-carboxylate